ClP(OC(C#N)C)N(C(C)C)C(C)C [chloro-(diisopropylamino)phosphanyl]oxypropanenitrile